C(C)C1=C(C(C=2C(=NC=C(N2)C=C2CC(C2)OC)N1CC(=O)N)=O)N1CCN(CC1)C(=O)C1=NC=NC(=C1O)C 2-(6-ethyl-7-(4-(5-hydroxy-6-methylpyrimidine-4-carbonyl)piperazin-1-yl)-2-((3-methoxycyclobutylidene)methyl)-8-oxopyrido[2,3-b]pyrazin-5(8H)-yl)acetamide